S(=O)(=O)(O)O.C1(CC1)C1=NC=2N(N=C(C(C2C2=CC=C(C=C2)OC(F)F)=O)C2=CC3=CN(N=C3C=C2)C)C=C1 2-cyclopropyl-9-[4-(difluoromethoxy)phenyl]-7-(2-methyl-2H-indazol-5-yl)-8H-pyrimido[1,2-b]pyridazin-8-one sulfate